(R)-3-(2-(methoxymethoxy)phenyl)-5-methyl-6-(1,4-dioxaspiro[4.5]decan-8-yl)-6,7,8,9-tetrahydro-5H-pyrido[3',4':4,5]pyrrolo[2,3-c]pyridazine COCOC1=C(C=CC=C1)C1=CC2=C(N=N1)NC1=C2[C@H](N(CC1)C1CCC2(OCCO2)CC1)C